C(C)OCCN(CCC(C(=O)O)NC(C(C)C1=CC=CC=C1)=O)CCCCC1=NC=2NCCCC2C=C1 4-[2-ethoxyethyl-[4-(5,6,7,8-tetrahydro-1,8-naphthyridin-2-yl)butyl]amino]-2-[[2-phenylpropanoyl]amino]butanoic acid